C(C)N(C(=O)[C@H]1CN(C)[C@@H]2CC3=C(N(C4=CC=CC(C2=C1)=C34)C(=O)C=3OC=CC3)Br)CC 1-(2-furoyl)-2-bromo-lysergic acid diethylamide